4-(Azidomethyl)-2-(trifluoromethyl)benzoic acid Methyl-4-(azidomethyl)-2-(trifluoromethyl)benzoate COC(C1=C(C=C(C=C1)CN=[N+]=[N-])C(F)(F)F)=O.N(=[N+]=[N-])CC1=CC(=C(C(=O)O)C=C1)C(F)(F)F